7-(Difluoro-methoxy)-9-fluoro-1,4,4-trimethyl-8-(1-methyl-1H-indazol-4-yl)-5H-[1,2,4]triazolo[4,3-a]quinoxaline FC(OC=1C=C2NC(C=3N(C2=C(C1C1=C2C=NN(C2=CC=C1)C)F)C(=NN3)C)(C)C)F